3-(isopropylsulfonyl-methyl)-N-(5-methyl-1,3,4-oxadiazol-2-yl)-5-(trifluoromethyl)-[1,2,4]triazolo[4,3-a]-pyridine-8-carboxamide C(C)(C)S(=O)(=O)CC1=NN=C2N1C(=CC=C2C(=O)NC=2OC(=NN2)C)C(F)(F)F